tert-butyl N-(2-methyl-4-pyridyl)carbamate CC1=NC=CC(=C1)NC(OC(C)(C)C)=O